C(C(C)C)N1N=CC(=C1)NC1=NC(=C2C(=N1)NN=C2C)N[C@H]2CN(CCC2)C(C=C)=O (R)-1-(3-((6-((1-isobutyl-1H-pyrazol-4-yl)amino)-3-methyl-1H-pyrazolo[3,4-d]pyrimidin-4-yl)amino)piperidin-1-yl)prop-2-en-1-one